Methyl (S)-2-amino-2-(4-hydroxyphenyl)acetate HCl Cl.N[C@H](C(=O)OC)C1=CC=C(C=C1)O